N-(1,1-dimethylprop-2-ynyl)-4-[[2-(5-fluoro-2-hydroxy-phenyl)acetyl]amino]pyridine-2-carboxamide CC(C#C)(C)NC(=O)C1=NC=CC(=C1)NC(CC1=C(C=CC(=C1)F)O)=O